rac-(3R)-4,4-difluoro-3-methyl-piperidine FC1([C@@H](CNCC1)C)F |r|